ClC1=C(C2=C(SC3=C2N=CN=C3NC3CN(C3)C3=CC(=NC=C3Cl)Cl)N=C1)C 8-chloro-N-[1-(2,5-dichloro-4-pyridinyl)azetidin-3-yl]-9-methyl-pyrido[3',2':4,5]thieno[3,2-d]pyrimidin-4-amine